C1(=CC=CC=C1)C1=CC(=NN1)C1=CC(=CC=C1)OCCCCCN1CCN(CC1)C1=CC=CC=C1 5-phenyl-3-(3-((5-(4-phenylpiperazin-1-yl)pentyl)oxy)phenyl)-1H-pyrazole